FC=1C=C2CC(CC2=CC1F)NC1=NC=C(C=N1)C1=NN=C(O1)N1CC(C1)C1=NNC(O1)=O 5-(1-(5-(2-((5,6-difluoro-2,3-dihydro-1H-inden-2-yl)amino)pyrimidin-5-yl)-1,3,4-oxadiazol-2-yl)azetidin-3-yl)-1,3,4-oxadiazol-2(3H)-one